C(C)(=O)NC1=NC(=CC(=C1)CO)NC(C)=O 2,6-diacetamido-4-hydroxymethylpyridine